C(N)(=O)C=1C=C2C(=CN=C(C2=CC1OC(C)C)OC[C@H]1NC(CC1)=O)C#CC1CCN(CC1)C(=O)OC(C)(C)C tert-butyl (S)-4-((6-carbamoyl-7-isopropoxy-1-((5-oxopyrrolidin-2-yl)methoxy)isoquinolin-4-yl)ethynyl)piperidine-1-carboxylate